rac-(2s,4r)-2-phenylpiperidine-4-carboxylic acid methyl ester COC(=O)[C@H]1C[C@H](NCC1)C1=CC=CC=C1 |r|